2-[2-(1-pyrrolidinyl)propoxy]ethyl-N-methyl-N-(n-butyl)-amine N1(CCCC1)C(COCCN(CCCC)C)C